Methyl 5-methylfuran-2-furoate O1C(=CC=C1)C(=O)O.CC=1OC(=CC1)C